O=C1NC(CCC1N1C(C2=CC=C(C=C2C1=O)OC1CC2(C1)CCN(CC2)C(=O)OC(C)(C)C)=O)=O tert-butyl 2-[[2-(2,6-dioxopiperidin-3-yl)-1,3-dioxoisoindol-5-yl]oxy]-7-azaspiro[3.5]nonane-7-carboxylate